O1C(=CC=C1)C=1C(=NOC1)C(=O)NC=1C=NN(C1)C(C)C1COCC1 (furan-2-yl)-N-(1-(1-(tetrahydrofuran-3-yl)ethyl)-1H-pyrazol-4-yl)isoxazole-3-carboxamide